1-(1-(1-acetylpyrrolidin-3-yl)-7-(4-(trifluorometh-yl)phenoxy)-3,4-dihydro-isoquinolin-2(1H)-yl)-3-(methylsulfonyl)-propan-1-one C(C)(=O)N1CC(CC1)C1N(CCC2=CC=C(C=C12)OC1=CC=C(C=C1)C(F)(F)F)C(CCS(=O)(=O)C)=O